ClC1=CC(=C(C=C1)C=1CCN(CC1)C1=NC2=CC=CC=C2C(=N1)NC1=NNC(=C1)C1CC1)C 2-(4-(4-chloro-2-methylphenyl)-3,6-dihydropyridin-1(2H)-yl)-N-(5-cyclopropyl-1H-pyrazol-3-yl)quinazolin-4-amine